S(=O)(=O)(O)OC1=C(C(=CC=C1)Cl)Cl dichlorophenol sulfate